tert-butyl 4-((5-fluoro-6-(4,4,5,5-tetramethyl-1,3,2-dioxaborolan-2-yl)quinazolin-2-yl)amino)piperidine-1-carboxylate FC1=C2C=NC(=NC2=CC=C1B1OC(C(O1)(C)C)(C)C)NC1CCN(CC1)C(=O)OC(C)(C)C